methyl (R)-2-(3-chloro-5-(2-chloro-8-methyl-8-(trifluoromethyl)-7,8-dihydro-6H-pyrazolo[1,5-a]pyrrolo[2,3-e]pyrimidine-6-carboxamido)pyridin-2-yl)-2H-1,2,3-triazole-4-carboxylate ClC=1C(=NC=C(C1)NC(=O)N1C[C@](C2=C1C=NC=1N2N=C(C1)Cl)(C(F)(F)F)C)N1N=CC(=N1)C(=O)OC